2-fluoro-3-iodonaphthalene FC1=CC2=CC=CC=C2C=C1I